FC1=C(C=CC=C1)C1=NOC(=C1)C(C)N1C=C(C2=C1N=CN=C2N)I 7-{1-[3-(2-fluorophenyl)isoxazol-5-yl]Ethyl}-5-iodo-7H-pyrrolo[2,3-d]Pyrimidin-4-amine